C(C)N(C(=O)NC(C(=O)O)CCN(CCCCC1=NC=2NCCCC2C=C1)CCOC1=CC=C(C=C1)OC)CC 2-(diethylcarbamoylamino)-4-[2-(4-methoxyphenoxy)ethyl-[4-(5,6,7,8-tetrahydro-1,8-naphthyridin-2-yl)butyl]amino]butanoic acid